(R)-6,6'-dimethyl-1,1'-spirobiindan CC1=CC=C2CCC3(C2=C1)CCC1=CC=C(C=C13)C